ClC=1C=C(C=C(C1)F)NC(=O)C1=NNC2=C(C=CC=C12)F N-(3-chloro-5-fluorophenyl)-7-fluoro-1H-indazole-3-carboxamide